2-methyloxypentane COC(C)CCC